C(CCC)C1=CC2=C(N=C(S2)NC(C2=C(C=CC=C2F)F)=O)C=C1 N-(6-Butylbenzothiazol-2-yl)-2,6-difluorobenzamide